2'-(difluoromethyl)-5'-methoxy-6-(4-oxo-6,7-dihydropyrazolo[1,5-a]pyrazin-5(4H)-yl)-[4,4'-bipyridine]-3-carboxylic acid FC(C1=NC=C(C(=C1)C1=C(C=NC(=C1)N1C(C=2N(CC1)N=CC2)=O)C(=O)O)OC)F